tert-butyl 4-(4-(3-cyano-4-((tetrahydro-2H-pyran-4-yl)oxy)phenyl)-1-(phenylsulfonyl)-1H-pyrrolo[2,3-b]pyridin-2-yl)-5,6-dihydropyridine-1(2H)-carboxylate C(#N)C=1C=C(C=CC1OC1CCOCC1)C1=C2C(=NC=C1)N(C(=C2)C2=CCN(CC2)C(=O)OC(C)(C)C)S(=O)(=O)C2=CC=CC=C2